Methyl iodide tin [Sn].CI